CN(C)CCC[Si](OCC)(OCC)OCC 3-(N,N-dimethylamino)-propyltriethoxysilane